(1,8-octanediyl)bismaleimide C(CCCCCCCC=1C(=O)NC(C1)=O)C=1C(=O)NC(C1)=O